C(N)(=O)C1=CC=C(CNC(=O)C=2C=NN(C2)CC2=CC(=C(C=C2)OC2CC2)C(F)(F)F)C=C1 N-(4-Carbamoylbenzyl)-1-(4-cyclopropyloxy-3-(trifluoromethyl)benzyl)-1H-pyrazole-4-carboxamide